4-hydroxymethyl-2,6-di-tert-butylphenol OCC1=CC(=C(C(=C1)C(C)(C)C)O)C(C)(C)C